BrC=1C=C(COCC2=CC(=C(C=C2)C)Br)C=CC1C 3-bromo-4-methylbenzyl ether